(S)-N-(4-(4-amino-7-methyl-5-(4-methyl-4-(pyrrolidine-1-carbonyl)cyclohex-1-en-1-yl)-7H-pyrrolo[2,3-d]pyrimidin-6-yl)phenyl)methacrylamide NC=1C2=C(N=CN1)N(C(=C2C2=CC[C@](CC2)(C(=O)N2CCCC2)C)C2=CC=C(C=C2)NC(C(=C)C)=O)C